(2S,4R)-4-hydroxy-1-(3-methyl-2-(3-(4-oxobutoxy)isoxazol-5-yl)butanoyl)-N-(4-(4-methylthiazol-5-yl)benzyl)pyrrolidine-2-carboxamide O[C@@H]1C[C@H](N(C1)C(C(C(C)C)C1=CC(=NO1)OCCCC=O)=O)C(=O)NCC1=CC=C(C=C1)C1=C(N=CS1)C